FC(C1=NN=C(O1)C1=CC=C(CC(=C)S(=O)(=O)NC2=CC=CC=C2)C=C1)F (4-(5-(difluoromethyl)-1,3,4-oxadiazol-2-yl)benzyl)-N-phenylethenesulfonamide